ClC1=C(C(C2=CC=C(C=C2)Cl)OC2CN(C2)C(=O)NC(C)(C)C)C=CC(=C1)Cl 3-(2,4,4'-trichlorobenzhydryloxy)-N-(tert-butyl)azetidine-1-carboxamide